Di-tert-butyl 3,3'-(((trans-cyclohexane-1,4-dicarbonyl)bis(azanediyl))bis(1-oxoisoindoline-4,2-diyl))bis(2,6-dioxopiperidine-1-carboxylate) [C@H]1(CC[C@H](CC1)C(=O)NC1=C2CN(C(C2=CC=C1)=O)C1C(N(C(CC1)=O)C(=O)OC(C)(C)C)=O)C(=O)NC1=C2CN(C(C2=CC=C1)=O)C1C(N(C(CC1)=O)C(=O)OC(C)(C)C)=O